(hydroxymethyl)-2-isopropyl-1-methyl-1,2,3,4,5,6-hexahydro-1,4-benzodiazocin-3-one OCC1(N(C2=C(CCNC1=O)C=CC=C2)C)C(C)C